Trans-N-(3-((6-(2-ethyl-5-fluoro-4-hydroxyphenyl)imidazo[1,5-a]pyridin-8-yl)oxy)Cyclobutyl)acrylamide C(C)C1=C(C=C(C(=C1)O)F)C=1C=C(C=2N(C1)C=NC2)O[C@@H]2C[C@H](C2)NC(C=C)=O